C[C@]12CC3(CC(C[C@@](C1)(C3)C)C2)NC(NC2=C(C=C(C=C2)S(=O)(=O)N2C[C@H](CCC2)C(=O)NCCC(=O)NO)F)=O (S)-1-((4-(3-((1r,3r,5S,7S)-3,5-dimethyladamantan-1-yl)ureido)-3-fluorophenyl)sulfonyl)-N-(3-(hydroxyamino)-3-oxopropyl)piperidine-3-carboxamide